C(#N)N1C[C@]2(CC2C1)NC(=O)C=1SC(=CN1)C1=C(C=NC=C1)NC1=CC=C(C=C1)F N-((1R)-3-Cyano-3-azabicyclo[3.1.0]hexan-1-yl)-5-(3-((4-fluorophenyl)amino)pyridin-4-yl)thiazol-2-carboxamid